ClC1=C2C(=NN(C2=C(C=C1)[N+](=O)[O-])CCCF)N(S(=O)(=O)C)S(=O)(=O)C N-(4-chloro-1-(3-fluoropropyl)-7-nitro-1H-indazol-3-yl)-N-(methylsulfonyl)methanesulfonamide